BrCC(C)(C)F 1-Bromo-2-fluoro-2-methylpropane